C1(CCCCCCC1)=C1C2C=CC(C1)C2 5-cyclooctylidene-norbornene